({2-[(4-aminophenyl)(methyl)amino]ethyl}amino)methanoic acid-2-methylpropan-2-yl ester CC(C)(C)OC(=O)NCCN(C)C1=CC=C(C=C1)N